1-benzyl 4-(tert-butyl) (S)-2-(hydroxymethyl)piperazine-1,4-dicarboxylate OC[C@H]1N(CCN(C1)C(=O)OC(C)(C)C)C(=O)OCC1=CC=CC=C1